Cl.NCC(=O)OC(C)(C)C tert-butyl glycinate, hydrochloride